C(C1=CC=CC=C1)(C1=CC=CC=C1)N1[C@@H]([C@H](C1)N(S(=O)(=O)C)C)C N-((2r,3s)-1-benzhydryl-2-methylazetidin-3-yl)-N-methylmethanesulfonamide